((3R,4R)-4-(((6-(cyclopropyl(2-fluoro-4-(1-methyl-1H-pyrazol-4-yl)benzyl)amino)-5-fluoropyrimidin-4-yl)amino)methyl)-3-hydroxypiperidin-1-yl)acetamide C1(CC1)N(C1=C(C(=NC=N1)NC[C@@H]1[C@H](CN(CC1)CC(=O)N)O)F)CC1=C(C=C(C=C1)C=1C=NN(C1)C)F